rac-Methyl (1R,2S,4R)-2-(((benzyloxy)carbonyl)amino)-4-methoxycyclopentane-1-carboxylate C(C1=CC=CC=C1)OC(=O)N[C@@H]1[C@@H](C[C@H](C1)OC)C(=O)OC |r|